1-(7-((2-(2,6-dioxopiperidin-3-yl)-1-oxoisoindolin-4-yl)thio)heptyl)azetidine-3-carbonitrile O=C1NC(CCC1N1C(C2=CC=CC(=C2C1)SCCCCCCCN1CC(C1)C#N)=O)=O